BrC1=CC=CC=2C=3N(C(=NC12)NC=1C(N=CC=CC1)=O)N=C(N3)C3=CC=C(C=C3)OC (3S)-3-{[7-bromo-2-(4-methoxyphenyl)[1,2,4]triazolo[1,5-c]quinazolin-5-yl]amino}azepin-2-one